FC1=CC=C(C=C1)C#CCO 3-(4-fluorophenyl)propan-2-yn-1-ol